C(C)(C)(C)OC(=O)N1C(=CC=C1C)C1=NC=CC(=C1)Cl.OC1=CC=C(C=2C(C3=C(C=CC(=C3C(C12)=O)Cl)Cl)=O)O 1,4-dihydroxy-5,8-dichloroanthraquinone tert-butyl-2-(4-chloropyridin-2-yl)-5-methyl-1H-pyrrole-1-carboxylate